4-(Cyclopropylmethyl)-7-nitro-3-oxo-3,4-dihydro-2H-benzo[b][1,4]oxazine-6-carboxylic acid methyl ester COC(=O)C1=CC2=C(OCC(N2CC2CC2)=O)C=C1[N+](=O)[O-]